tert-butyl (3R,4R)-3-hydroxy-4-((7-(5-methylpyridin-2-yl)pyrrolo[2,1-f][1,2,4]triazin-2-yl)amino)piperidine-1-carboxylate O[C@@H]1CN(CC[C@H]1NC1=NN2C(C=N1)=CC=C2C2=NC=C(C=C2)C)C(=O)OC(C)(C)C